C1(=CC=CC=C1)C=1N=C(SC1)NC(=O)C1=C(SC=C1)NC(C(F)(F)F)=O N-(4-Phenylthiazol-2-yl)-2-(2,2,2-trifluoroacetamido)thiophene-3-carboxamide